[Si](C)(C)(C(C)(C)C)OC1=CC=C(C=C1)NC=1C=NN(C1CCOC1=C2CCN(CC2=CC=C1)C(=O)OC(C)(C)C)C tert-Butyl 5-(2-{4-[(4-{[tert-butyl(dimethyl)silyl]oxy}phenyl)amino]-1-methyl-1H-pyrazol-5-yl}ethoxy)-3,4-dihydroisoquinoline-2(1H)-carboxylate